2-([1,1'-biphenyl]-3-yl)-4-(3'-chloro-[1,1'-biphenyl]-4-yl)-6-phenyl-triazine C1(=CC(=CC=C1)N1NC(=CC(=N1)C1=CC=C(C=C1)C1=CC(=CC=C1)Cl)C1=CC=CC=C1)C1=CC=CC=C1